2-phenyl-5-(4-chlorophenyl)oxazole tert-butyl-N-[(1S)-1-[2-(5-chloropyrimidin-2-yl)-5-methyl-1,2,4-triazol-3-yl]ethyl]carbamate C(C)(C)(C)OC(N[C@@H](C)C=1N(N=C(N1)C)C1=NC=C(C=N1)Cl)=O.C1(=CC=CC=C1)C=1OC(=CN1)C1=CC=C(C=C1)Cl